C(C)C1=CC=C(OC2=C(COC3=CC=C(C=C3)CCC(=O)O)C=CC=C2)C=C1 3-(4-((2-(4-ethylphenoxy)benzyl)oxy)phenyl)propanoic acid